2-((3R,4R)-3-amino-4-fluoropiperidin-1-yl)-1-((R)-1-(5-cyanopyridin-2-yl)ethyl)-1H-benzo[d]imidazole-5-carbonitrile hydrochloride Cl.N[C@@H]1CN(CC[C@H]1F)C1=NC2=C(N1[C@H](C)C1=NC=C(C=C1)C#N)C=CC(=C2)C#N